(1R,2S,3R,5R)-5-(((2-amino-3-methylquinolin-7-yl)oxy)methyl)-1-methyl-3-(4-methyl-7H-pyrrolo[2,3-d]pyrimidin-7-yl)cyclopentane-1,2-diol NC1=NC2=CC(=CC=C2C=C1C)OC[C@H]1C[C@H]([C@@H]([C@@]1(O)C)O)N1C=CC2=C1N=CN=C2C